ClC1=C(OC=2C(=NC=NC2)N2CC3(CCN(C3)C(=O)[O-])CC2)C(=CC(=C1)F)Cl 7-(5-(2,6-dichloro-4-fluorophenoxy) pyrimidin-4-yl)-2,7-diazaspiro[4.4]nonane-2-carboxylate